4-[4-(2-hydroxyethylsulfonyl)-phenylazo]-2,6-dimethoxyphenol OCCS(=O)(=O)C1=CC=C(C=C1)N=NC1=CC(=C(C(=C1)OC)O)OC